COC1=CC=C(CSC=2C(=NC=CC2)C2=CC=CC=C2)C=C1 ((4-methoxybenzyl)thio)-2-phenylpyridine